4'-((2,3,5,6-tetrakis(4-methylphenoxy)-1,4-phenylene)di(oxy))diphenol CC1=CC=C(OC2=C(C(=C(C(=C2OC2=CC=C(C=C2)C)OC2=C(C=CC=C2)O)OC2=CC=C(C=C2)C)OC2=CC=C(C=C2)C)OC2=C(C=CC=C2)O)C=C1